FC=1C=CC(=NC1)N1N=C(C=C1)CC(=O)NC=1SC(=CN1)C(F)(F)F 2-[1-(5-fluoropyridin-2-yl)-1H-pyrazol-3-yl]-N-[5-(trifluoromethyl)-1,3-thiazol-2-yl]acetamide